tert-butyl 8,9-difluoro-1-(8-fluoro-N-methylindolizine-2-carboxamido)-6-oxo-1,2,5,6-tetrahydrobenzo[c][1,7]naphthyridine-3(4H)-carboxylate FC=1C(=CC2=C(C(NC=3CN(CC(C23)N(C(=O)C=2C=C3C(=CC=CN3C2)F)C)C(=O)OC(C)(C)C)=O)C1)F